NC=1C=C(OC=CCCCCCCCOC2=CC(=CC=C2)N)C=CC1 1,9-bis(3-Aminophenoxy)nonaneN